(3S)-3-[(1-methyl-1H-pyrazol-4-yl)amino]piperidine-1-carboxylic acid tert-butyl ester C(C)(C)(C)OC(=O)N1C[C@H](CCC1)NC=1C=NN(C1)C